C(C1=CC=CC=C1)OC1=CC=C(C2=CC=CC=C12)B1OC(C(O1)(C)C)(C)C 2-(4-(benzyloxy)naphthalen-1-yl)-4,4,5,5-tetramethyl-1,3,2-dioxaborolane